tert-butyl N-(1-fluorocyclopropyl)sulfonylcarbamate FC1(CC1)S(=O)(=O)NC(OC(C)(C)C)=O